COCCOC1=CC=C2C=CN(C2=C1)CC(=O)NC 6-(2-methoxyethoxy)-N-methyl-1H-indole-1-carboxyamide